NC=1C=NC=CC1OC1CN(CC1)C(=O)OC(C)(C)C tert-Butyl 3-((3-aminopyridin-4-yl)oxy)pyrrolidine-1-carboxylate